(4aR,8aS)-6-(4-((R or S)-(4-Fluorophenyl)(p-tolyl)methyl)piperidine-1-carbonyl)hexahydro-2H-pyrido[4,3-b][1,4]oxazin-3(4H)-one FC1=CC=C(C=C1)[C@H](C1CCN(CC1)C(=O)N1C[C@@H]2[C@@H](OCC(N2)=O)CC1)C1=CC=C(C=C1)C |o1:7|